FC(C1=NN(C(=C1C(=O)N)F)C)F 3-(difluoromethyl)-5-fluoro-1-methyl-1H-pyrazol-4-carboxamid